Cl.N[C@H](C(=O)NC1=NC=C(C=C1)Br)C1CCC(CC1)C (2S)-2-amino-N-(5-bromo-2-pyridinyl)-2-(4-methylcyclohexyl)acetamide hydrochloride